Ethyl 2-(((2,3-dihydro-1H-inden-4-yl) thio) methyl)-3,4-difluorobenzoate C1CCC2=C(C=CC=C12)SCC1=C(C(=O)OCC)C=CC(=C1F)F